NC1=NOC2=C1C(=CC(=C2)CN2N=CC(=C2)CNC(OC(C)(C)C)=O)OC(F)F tert-butyl ((1-((3-amino-4-(difluoromethoxy) benzo[d]isoxazol-6-yl)methyl)-1H-pyrazol-4-yl)methyl)carbamate